C(C)(C)NC(C=1C=C(C=CC1)NC(=O)C=1N(N=C(C1)C(F)(F)F)C1=CC(=CC=C1)CN)C1=CC=CC=C1 2-(3-Aminomethyl-phenyl)-5-trifluoromethyl-2H-pyrazole-3-carboxylic acid [3-(isopropylamino-phenyl-methyl)phenyl]-amide